ClC=1C=C(C=C(C1)OCC(F)(F)F)C1(CC1)NC(C[C@](C)(O)C=1SC(=CN1)Cl)=O (S)-N-(1-(3-chloro-5-(2,2,2-trifluoroethoxy)phenyl)cyclopropyl)-3-(5-chlorothiazol-2-yl)-3-hydroxybutanamide